C(C)C1=NC2=C3N=CC=CC3=CC=C2C=C1 2-ethyl-1,10-phenanthroline